N-(4-(8-Azabicyclo[3.2.1]octan-3-yl)phenyl)-4-(1-ethyl-3-(pyridin-3-yl)-1H-pyrazol-4-yl)pyrimidin-2-amine C12CC(CC(CC1)N2)C2=CC=C(C=C2)NC2=NC=CC(=N2)C=2C(=NN(C2)CC)C=2C=NC=CC2